4-[2-[6-bromo-3-[5-(difluoromethyl)-6-[3-(difluoromethyl)-5-methyl-pyrazol-1-yl]-2-pyridyl]benzimidazol-5-yl]oxyethyl]morpholine BrC=1C(=CC2=C(N=CN2C2=NC(=C(C=C2)C(F)F)N2N=C(C=C2C)C(F)F)C1)OCCN1CCOCC1